2-chloro-4-((2-(2-methoxyethoxy)ethyl)amino)pyrimidin-5-carboxamide ClC1=NC=C(C(=N1)NCCOCCOC)C(=O)N